(S)-2-(2-(3-(2-ethoxypropan-2-yl)-1-(2-(6-methylpyridin-3-yl)propan-2-yl)pyrrolidin-3-yl)ethyl)quinoline C(C)OC(C)(C)[C@@]1(CN(CC1)C(C)(C)C=1C=NC(=CC1)C)CCC1=NC2=CC=CC=C2C=C1